N-methyl-2,3-dihydrobenzo[f][1,4]oxazepine-4(5H)-carboxamide CNC(=O)N1CCOC2=C(C1)C=CC=C2